FC=1C=2N(C=C(C1)C=1C(=CN3N=C(N=C(C31)OC)N[C@@H](C)C3COC3)F)C(=CN2)C(=O)NC (S)-8-fluoro-6-(6-fluoro-4-methoxy-2-((1-(oxetan-3-yl)ethyl)amino)pyrrolo[2,1-f][1,2,4]triazin-5-yl)-N-methylimidazo[1,2-a]pyridine-3-carboxamide